tetrafluoro-propylammonium FC(CC(F)(F)F)[NH3+]